C[C@H]1N(CCNC1=O)C(=O)OC1=CC=CC=C1 phenyl (R)-2-methyl-3-oxopiperazine-1-carboxylate